O[C@@H]1[C@@](OC2=C1C=C(C=C2)C(=O)OC)(C)COC methyl (2R,3S)-3-hydroxy-2-(methoxymethyl)-2-methyl-2,3-dihydrobenzofuran-5-carboxylate